3-(3-(allyloxy)-5-fluoro-4-formylphenyl)-3,8-diazabicyclo[3.2.1]octane-8-carboxylic acid tert-butyl ester C(C)(C)(C)OC(=O)N1C2CN(CC1CC2)C2=CC(=C(C(=C2)F)C=O)OCC=C